S1C(CC2C1=CC=CC2)C(=O)[O-] dihydro-4H-benzothiophene-2-carboxylate